C(CCCCC)OCCCCCC di(n-hexyl) ether